2-[5-fluoro-1-oxido-6-[2-oxo-1-(2,2,3,3,3-pentafluoropropyl)-1,7-naphthyridin-6-yl]pyridin-1-ium-3-yl]-2-methyl-propanenitrile FC=1C=C(C=[N+](C1C=1C=C2C=CC(N(C2=CN1)CC(C(F)(F)F)(F)F)=O)[O-])C(C#N)(C)C